(1-(3,6-dimethoxy-5-propylpyridin-2-yl)butan-2-yl)carbamic acid tert-butyl ester C(C)(C)(C)OC(NC(CC1=NC(=C(C=C1OC)CCC)OC)CC)=O